methyl 2-[1-[2-(4-acetylpiperazin-1-yl)-3,6-dimethyl-4-oxoquinazolin-8-yl]ethylamino]benzoate C(C)(=O)N1CCN(CC1)C1=NC2=C(C=C(C=C2C(N1C)=O)C)C(C)NC1=C(C(=O)OC)C=CC=C1